N-[3-chloro-4-[7-[(1R)-2-[[2-[2-(dimethylamino)ethylamino]-2-oxo-ethyl]-amino]-1-methyl-2-oxo-ethoxy]-2-oxo-chromen-4-yl]phenyl]tetradecanamide ClC=1C=C(C=CC1C1=CC(OC2=CC(=CC=C12)O[C@@H](C(=O)NCC(=O)NCCN(C)C)C)=O)NC(CCCCCCCCCCCCC)=O